3,5-dichlorobenzyl 4-(2-(((1H-1,2,3-triazol-5-yl)methyl)amino)thiazol-5-yl)piperazine-1-carboxylate N1N=NC=C1CNC=1SC(=CN1)N1CCN(CC1)C(=O)OCC1=CC(=CC(=C1)Cl)Cl